C12CN(CC2C1C(=O)OCC)C(=O)OC(C)(C)C 3-tert-butyl 6-ethyl 3-azabicyclo[3.1.0]hexane-3,6-dicarboxylate